CC(CCCCCCC)O monomethyl-octanol